OC1=C(C=C(C=C1C(C)(C)C)C)N1N=C2C(=N1)C=CC(=C2)Cl 2-(2'-hydroxyl-3'-tert-butyl-5'-methylphenyl)-5-chlorobenzotriazole